ClC1=C(C=CC=C1OCCCNCC(CO)O)C=1C=C(NN2SC3=C(C2)C=CC=C3)C=CC1 N-(3-(2-chloro-3-(3-(2,3-dihydroxypropylamino)propoxy)phenyl)anilino)benzisothiazol